C=CC=CCCCCCC 1-decenene